(S)-(2,7-dimethyl-3-(1-methyl-5-(trifluoromethyl)-1H-pyrazol-3-yl)-2,4,5,7-tetrahydro-6H-pyrazolo[3,4-c]pyridin-6-yl)(5-fluoro-1-methyl-1H-pyrazolo[3,4-b]pyridin-4-yl)methanone CN1N=C2[C@@H](N(CCC2=C1C1=NN(C(=C1)C(F)(F)F)C)C(=O)C1=C2C(=NC=C1F)N(N=C2)C)C